tert-butyl-rel-(6S,7R)-7-[({4-[2-(benzyloxy)phenyl]cyclohex-3-en-1-yl}oxy)methyl]-2-oxo-1,8-diazaspiro[5.5]undecane-8-carboxylate C(C)(C)(C)OC(=O)N1[C@H]([C@]2(CCCC(N2)=O)CCC1)COC1CC=C(CC1)C1=C(C=CC=C1)OCC1=CC=CC=C1 |o1:8,9|